ClP(N(C(C)C)C(C)C)Cl 1,1-dichloro-N,N-diisopropylphosphanamine